ICC\C=C\CCCCCCCC(OCCCCCCCCC)OCCCCCCCCC (3E)-1-iodo-12,12-dinonyloxy-3-dodecene